C(C1=CC=CC=C1)C1=NC(=NN1)C(=O)NC1C=2N(C3=CC=CC=C3C1)C=CN2 5-benzyl-N-(4,5-dihydroimidazo[1,2-a]quinolin-4-yl)-1H-1,2,4-triazole-3-carboxamide